isopropyl (2S)-6-diazo-2-(2-(glycyloxy)-3-(1H-indol-3-yl)propanamido)-5-oxohexanoate [N+](=[N-])=CC(CC[C@@H](C(=O)OC(C)C)NC(C(CC1=CNC2=CC=CC=C12)OC(CN)=O)=O)=O